(1R,3S,4R)-N-((R)-1-cyano-2-((R)-2-oxopyrrolidin-3-yl)ethyl)-5,5-difluoro-2-(9-hydroxy-9H-fluorene-9-carbonyl)-2-azabicyclo[2.2.2]octane-3-carboxamide C(#N)[C@@H](C[C@@H]1C(NCC1)=O)NC(=O)[C@H]1N([C@H]2CC([C@@H]1CC2)(F)F)C(=O)C2(C1=CC=CC=C1C=1C=CC=CC21)O